(S)-N-(4-(4-(2-chloro-3-ethylphenyl)piperazin-1-yl)-3-hydroxybutyl)-1H-indole-2-carboxamide ClC1=C(C=CC=C1CC)N1CCN(CC1)C[C@H](CCNC(=O)C=1NC2=CC=CC=C2C1)O